2-[[2-(7-benzyloxy-3,4-dihydro-1H-isoquinolin-2-yl)-5-phenyl-benzoimidazol-1-yl]methoxy]ethyl-trimethyl-silane C(C1=CC=CC=C1)OC1=CC=C2CCN(CC2=C1)C1=NC2=C(N1COCC[Si](C)(C)C)C=CC(=C2)C2=CC=CC=C2